methyl 1,4-dioxepane-5-carboxylate O1CCOC(CC1)C(=O)OC